3-(4-((7-(7-fluoro-5-azaspiro[2.4]heptan-5-yl)heptyl)thio)-1-oxoisoindolin-2-yl)piperidine-2,6-dione FC1CN(CC12CC2)CCCCCCCSC2=C1CN(C(C1=CC=C2)=O)C2C(NC(CC2)=O)=O